ClC1=C2C(=NC=C1)N(C=C2C=2C=C1C=CC=NC1=CC2)S(=O)(=O)C2=CC=C(C=C2)C 6-[4-chloro-1-(4-methylphenyl)sulfonylpyrrolo[2,3-b]pyridin-3-yl]quinoline